5-[[(3-ethylsulfonyl-2-pyridinyl)amino]methyl]-2-(trifluoromethyl)pyridine-4-carboxylic acid ethyl ester C(C)OC(=O)C1=CC(=NC=C1CNC1=NC=CC=C1S(=O)(=O)CC)C(F)(F)F